3-{4-[4-Methyl-3-(4-pyridin-3-yl-pyrimidin-2-ylamino)-benzoylamino]-phenyl}-piperidine-1-carboxylic acid 1-(2,2-dimethyl-propionyloxy)-ethyl ester CC(C(=O)OC(C)OC(=O)N1CC(CCC1)C1=CC=C(C=C1)NC(C1=CC(=C(C=C1)C)NC1=NC=CC(=N1)C=1C=NC=CC1)=O)(C)C